C(C)C(C(=O)O)=CCCC 2-ETHYL-2-HEXENOIC ACID